6-(5-Bromo-2-(4-(2-(4,4-difluoropiperidin-1-yl)pyrimidin-4-yl)-1H-1,2,3-triazol-1-yl)phenyl)-6-azaspiro[2.5]octane BrC=1C=CC(=C(C1)N1CCC2(CC2)CC1)N1N=NC(=C1)C1=NC(=NC=C1)N1CCC(CC1)(F)F